diethoxyphenol acrylate C(C=C)(=O)OC1=C(C(=CC=C1)OCC)OCC